tert-Butyl (S)-(2-(2-((tert-butoxycarbonyl)amino)propyl)-3,5-dicyanothieno[3,2-b]pyridin-7-yl)(furan-2-ylmethyl)carbamate C(C)(C)(C)OC(=O)N[C@H](CC1=C(C2=NC(=CC(=C2S1)N(C(OC(C)(C)C)=O)CC=1OC=CC1)C#N)C#N)C